1-(4-(4-((3-chloro-4-((4-chloropyridin-2-yl)methoxy)phenyl)amino)-7H-pyrrolo[2,3-d]pyrimidin-5-yl)piperidin-1-yl)prop-2-en-1-one ClC=1C=C(C=CC1OCC1=NC=CC(=C1)Cl)NC=1C2=C(N=CN1)NC=C2C2CCN(CC2)C(C=C)=O